C(C)(C)(C)OC(=O)NCCC(=O)NC=1N=C(N(C1)C)C(=O)OCC ethyl 4-[3-[(tert-butoxycarbonyl) amino] propanamido]-1-methylimidazole-2-carboxylate